2-(cyclohex-1-en-1-yl)ethane-1-amine C1(=CCCCC1)CCN